C(C)N1CCN(CC1)C1=C(C=C(C=C1)C(=O)N1CCC(CC1)C1=CC=C(C=C1)OC=1N=NC(=CC1)C(F)(F)F)NC(C(C1=CC=CC=C1)(F)F)=O N-(2-(4-ethylpiperazin-1-yl)-5-(4-(4-((6-(trifluoromethyl)pyridazin-3-yl)oxy)phenyl)-piperidine-1-carbonyl)phenyl)-2,2-difluoro-2-phenylacetamide